1-[3-(Dimethoxymethylsilyl)butyl]-2-imidazolidinone COC(OC)[SiH2]C(CCN1C(NCC1)=O)C